1-(1,3-dioxo-2,3-dihydro-1H-isoindol-5-yl)-3-ethylurea O=C1NC(C2=CC(=CC=C12)NC(=O)NCC)=O